6-methyl-4'-(trifluoromethyl)[1,1'-biphenyl]-2-carboxylic acid CC=1C=CC=C(C1C1=CC=C(C=C1)C(F)(F)F)C(=O)O